2,6-di-heptylbenzoquinone C(CCCCCC)C=1C(C(=CC(C1)=O)CCCCCCC)=O